FC1=CC(=C(OC2=C(C(=O)NC3=CC(=C(C=C3)F)C3NCCNC3=O)C=C(C=C2)C(F)(F)F)C=C1)C 2-(4-fluoro-2-methylphenoxy)-N-(4-fluoro-3-(3-oxopiperazin-2-yl)phenyl)-5-(trifluoromethyl)benzamide